3-hydroxy-picolinoyl chloride OC=1C(=NC=CC1)C(=O)Cl